C1(CC1)COC1=NC=C(C(=O)NC=2C(=NC=CC2C2=NC=CC=C2F)C2CCC(CC2)(F)F)C=C1F 6-(cyclopropylmethoxy)-N-(2'-(4,4-difluorocyclohexyl)-3-fluoro-[2,4'-bipyridin]-3'-yl)-5-fluoronicotinamide